4-(benzyloxy)-3-{3-[5-(difluoromethyl)-1,3,4-oxadiazol-2-yl]-5-fluorophenyl}-1-methylpyridin-2(1H)-one C(C1=CC=CC=C1)OC1=C(C(N(C=C1)C)=O)C1=CC(=CC(=C1)F)C=1OC(=NN1)C(F)F